FC=1C=C(CC2=CN=C(S2)N)C=C(C1)F 5-(3,5-difluorobenzyl)thiazole-2-amine